ClC1=NC=CC2=CC(=CC=C12)C1CCCC1 1-chloro-6-(cyclopentyl)isoquinoline